N-((1-aminocyclopropyl)methyl)-4-(4-(trifluoromethyl)phenyl)phthalazin-1-amine hydrochloride Cl.NC1(CC1)CNC1=NN=C(C2=CC=CC=C12)C1=CC=C(C=C1)C(F)(F)F